N-(4-carboxyphenyl)-4-phenylethynyl-phthalic acid imide C(=O)(O)C1=CC=C(C=C1)N1C(C=2C(C1=O)=CC(=CC2)C#CC2=CC=CC=C2)=O